[K+].C(\C=C/CCCCCCC)(=O)[O-] cis-2-decenoic acid potassium salt